(2S,3S,4S,5R,6R)-6-azido-3,4,5-trihydroxytetrahydro-2H-pyran-2-carboxylic acid N(=[N+]=[N-])[C@H]1[C@@H]([C@H]([C@@H]([C@H](O1)C(=O)O)O)O)O